N-(2-methoxy-4-(1-phenylcyclopentane-1-carboxamido)phenyl)-2,3-dichlorobenzamide COC1=C(C=CC(=C1)NC(=O)C1(CCCC1)C1=CC=CC=C1)NC(C1=C(C(=CC=C1)Cl)Cl)=O